C(CCCC)C=1C=C(C(=C(C1)O)C(CCC)C(CCC)C(=C)C)O 5-Pentyl-2-(5-prop-1-en-2-yloctan-4-yl)benzene-1,3-diol